4-(2-Bromoacetyl)-N-(4-(ethanesulfonyl)benzyl)benzamide BrCC(=O)C1=CC=C(C(=O)NCC2=CC=C(C=C2)S(=O)(=O)CC)C=C1